OCC1C2CCN(CC12)C(=O)OC(C)(C)C tert-butyl 7-(hydroxymethyl)-3-azabicyclo[4.1.0]heptane-3-carboxylate